FC(C1=NN=C(O1)C1=CC(=C(CN(S(=O)(=O)C2CCN(CC2)C)C2=CC=CC=C2)C=C1)F)F N-(4-(5-(difluoromethyl)-1,3,4-oxadiazol-2-yl)-2-fluorobenzyl)-1-methyl-N-phenylpiperidine-4-sulfonamide